C(C#C)OCC(COCC#C)(COCC#C)NC(OC(C)(C)C)=O tert-butyl (1,3-bis(prop-2-yn-1-yloxy)-2-((prop-2-yn-1-yloxy)methyl)propan-2-yl)carbamate